(6S)-6-hydroxy-3-oxo-alpha-ionone CC1=CC(=O)CC([C@]1(/C=C/C(=O)C)O)(C)C